N-(ethylaminomethylsulfonyl)acrylamide C(C)NCS(=O)(=O)NC(C=C)=O